4,5-diamino-1,2-dimethyl-1,2-dihydropyrazol-3-one NC=1C(N(N(C1N)C)C)=O